COCC1=NN(C(=C1)C(=O)NC1=NNC(=C1)[C@@H]1C[C@@H](CO1)OC(=O)N1C2CCC1CC2)C (3S,5S)-5-(3-(3-(methoxymethyl)-1-methyl-1H-pyrazole-5-carboxamido)-1H-pyrazole-5-yl)tetrahydrofuran-3-yl-7-azabicyclo[2.2.1]heptane-7-carboxylate